NC1=C2C(=NC=N1)N(N=C2C2=CC=C1C=NNC1=C2)C(C)C=2OC1=CC=CC=C1C(C2C2=CC=CC=C2)=O 2-(1-(4-amino-3-(1H-indazol-6-yl)-1H-pyrazolo[3,4-d]pyrimidin-1-yl)ethyl)-3-phenyl-4H-chromen-4-one